C(C)OC(=O)C1=CC2=C(N1)SC(=C2)C2=CCOC(C2)(C)C 2-(6,6-dimethyl-2,5-dihydropyran-4-yl)-6H-thieno[2,3-b]pyrrole-5-carboxylic acid ethyl ester